methyl (S)-2-(2-(1H-pyrazol-1-yl)ethyl)-3-(2-((2-(dimethylamino)-2-oxoethyl)amino)-2-oxoethyl)-7-methyl-3,7,8,9-tetrahydro-6H-imidazo[4,5-f]quinoline-6-carboxylate N1(N=CC=C1)CCC=1N(C=2C(=C3CC[C@@H](N(C3=CC2)C(=O)OC)C)N1)CC(=O)NCC(=O)N(C)C